C(=O)(O)CN([C@@H](CCCCN)C(=O)O)CC(=O)O di(carboxymethyl)-L-lysine